CC=1C=C(C=C2C=NNC12)C=1CCC(CN1)C 7-methyl-5-(3-methyl-2,3,4,5-tetrahydropyridin-6-yl)-1H-Indazole